BrC=1C=CC(=C(C1)C(C(F)(F)F)=O)F 1-(5-bromo-2-fluoro-phenyl)-2,2,2-trifluoro-ethanone